O=C(C(=O)O)CCC(=O)O.N[C@@H](CCCN)C(=O)O L-ornithine alpha-ketoglutaric acid salt